OC1=CC=C(OC2=CC=C(C=C2)CCC(CC(CCC2=CC=C(C=C2)OC2=CC=C(C=C2)O)=O)=O)C=C1 1,7-bis(4-(4-hydroxyphenoxy)phenyl)heptane-3,5-dione